(4-hydroxy-3-methoxyphenylethyl)-3-methoxy-[1,1'-biphenyl] OC1=C(C=C(C=C1)CCC1=C(C=CC=C1OC)C1=CC=CC=C1)OC